N-(4-(cis-bicyclo[3.1.0]hexan-3-yloxy)-3,5-difluorophenyl)-2-(3,3-diethylazetidin-1-yl)-5-((dimethylamino)methyl)oxazole-4-carboxamide C12CC(CC2C1)OC1=C(C=C(C=C1F)NC(=O)C=1N=C(OC1CN(C)C)N1CC(C1)(CC)CC)F